N1=C(C=CC=C1)C1C(CCCC1)=O 2-(pyridin-2-yl)cyclohexane-1-one